CC=1C=C(C=C2C(NC(=NC12)C1=CC2=C(C=N1)C=CS2)=O)O[C@@H]2CN(CC2)C(=O)OCC2=CC=CC=C2 Benzyl (3S)-3-[(8-methyl-4-oxo-2-thieno[3,2-c]pyridin-6-yl-3H-quinazolin-6-yl)oxy]pyrrolidine-1-carboxylate